NC1=C2N=CN(C2=NC=N1)[C@@H]1O[C@]2(CN([C@@H]1[C@@H]2O)C2=NN(C(=N2)C)C)COC(C2=CC=CC=C2)(C2=CC=C(C=C2)OC)C2=CC=C(C=C2)OC (1R,3R,4R,7S)-3-(6-aminopurine-9-yl)-1-[[bis(4-methoxyphenyl)-phenylmethoxy]methyl]-5-(1,5-dimethyl-1,2,4-triazol-3-yl)-2-oxa-5-azabicyclo[2.2.1]heptan-7-ol